C1=CC=C(C=C1)CNC2=C(N=CC(=C2)Br)N 5-bromo-N3-butylpyridine-2,3-diamine